FC1=C(N)C=C(C(=C1)S(=O)(=O)C)F 2,5-difluoro-4-methylsulfonyl-aniline